C(C1=CC=CC=C1)C1CCN(CC1)CCN(C(C)=O)C1=CC=C(C=C1)OC N-(2-(4-benzylpiperidin-1-yl)ethyl)-N-(4-methoxyphenyl)acetamide